C(CCCCCCCC)C(CCCCCCCCCC)O nonylundecane-1-ol